N1,N4-Dimethyl-1,4-cyclohexandiamin CNC1CCC(CC1)NC